N-((2-(6-(4-(2-hydroxypropan-2-yl)piperidin-1-yl)pyridin-2-yl)-1,6-naphthyridin-7-yl)methyl)-4-methyl-3-(methylsulfonyl)benzamide OC(C)(C)C1CCN(CC1)C1=CC=CC(=N1)C1=NC2=CC(=NC=C2C=C1)CNC(C1=CC(=C(C=C1)C)S(=O)(=O)C)=O